BrC=1C(=C(C=CC1)N1N=C(C=C1C=1OC=CC1)C(F)(F)F)F (3-bromo-2-fluorophenyl)-5-(furan-2-yl)-3-(trifluoromethyl)-1H-pyrazole